C(CC)C(CCCOCCCC(CCC)(C1CCCCC1)C1=C(C(=CC=C1)F)F)(C1=C(C(=CC=C1)F)F)C1CCCCC1 propylcyclohexyl-2,3-difluorophenylbutylether